C(CC(C)C)(=O)OCCC(C)C Iso-Amyl IsoValerate